BrC1=C(C=C(C=C1)C(F)(F)F)[N+](=O)[O-] bromo-2-nitro-4-(trifluoromethyl)benzene